FC(C1=NC=CC(=C1)N)(F)F 2-trifluoromethyl-4-aminopyridine